ethyl 3-benzyl-2-imino-2,3-dihydrothiazole-4-carboxylate C(C1=CC=CC=C1)N1C(SC=C1C(=O)OCC)=N